CNC1=NC=CC=C1N1N=C(C=CC1=O)C(=O)N 1-[2-(methylamino)-3-pyridinyl]-6-oxo-pyridazine-3-carboxamide